4-((dimethylamino)methyl)-3-(2-fluoro-3-((N-methylsulfamoyl)amino)benzyl)-2-oxo-2H-chromen-7-yl dimethylcarbamate ascorbic acid salt O=C1C(O)=C(O)[C@H](O1)[C@@H](O)CO.CN(C(OC1=CC=C2C(=C(C(OC2=C1)=O)CC1=C(C(=CC=C1)NS(NC)(=O)=O)F)CN(C)C)=O)C